2-phenyl-N-(5-{[(3S)-1-(pyridazin-3-yl)pyrrolidin-3-yl]oxy}-1,3,4-thiadiazol-2-yl)acetamide C1(=CC=CC=C1)CC(=O)NC=1SC(=NN1)O[C@@H]1CN(CC1)C=1N=NC=CC1